N-[5-[(3-Fluorophenoxy)methyl]-2-methoxyphenyl]-1-methyl-5-oxo-2-pyrrolidinecarboxamide FC=1C=C(OCC=2C=CC(=C(C2)NC(=O)C2N(C(CC2)=O)C)OC)C=CC1